4-((4-(1-(1-acetylazetidin-3-yl)-4-(trifluoromethyl)-1H-imidazol-2-yl)phenyl)amino)-1-(2,6-dichlorophenyl)-1H-pyrazole-3-carboxamide C(C)(=O)N1CC(C1)N1C(=NC(=C1)C(F)(F)F)C1=CC=C(C=C1)NC=1C(=NN(C1)C1=C(C=CC=C1Cl)Cl)C(=O)N